(7S)-3-(2-Methansulfonylethyl)-7-methyl-2-[2-(2-oxo-1,2-dihydropyridin-1-yl)ethyl]-3H,6H,7H,8H,9H-imidazo[4,5-f]chinolin CS(=O)(=O)CCN1C(=NC2=C3CC[C@@H](NC3=CC=C21)C)CCN2C(C=CC=C2)=O